4-[(4R,10bS)-8-(1,4-dioxaspiro[4.5]decan-8-yl)-4-methyl-3,4,6,10b-tetrahydro-1H-pyrazino[2,1-a]isoindol-2-yl]-1-methyl-1,8-naphthyridin-2-one O1CCOC12CCC(CC2)C=2C=C1CN3[C@@H](C1=CC2)CN(C[C@H]3C)C3=CC(N(C2=NC=CC=C32)C)=O